N-(5-amino-4-methoxy-2-(2-(piperidin-1-yl)ethoxy)phenyl)acrylamide trifluoroacetic acid salt FC(C(=O)O)(F)F.NC=1C(=CC(=C(C1)NC(C=C)=O)OCCN1CCCCC1)OC